1-methyl-4-methyl-1,4-diazepane CN1CCN(CCC1)C